tris[2-tert-butyl-4-(3-tert-butyl-4-hydroxy-5-methylphenyl thio)-5-methylphenyl] phosphite P(OC1=C(C=C(C(=C1)C)SC1=CC(=C(C(=C1)C)O)C(C)(C)C)C(C)(C)C)(OC1=C(C=C(C(=C1)C)SC1=CC(=C(C(=C1)C)O)C(C)(C)C)C(C)(C)C)OC1=C(C=C(C(=C1)C)SC1=CC(=C(C(=C1)C)O)C(C)(C)C)C(C)(C)C